C(C1=CC=CC=C1)OP(=O)(OCC1=CC=CC=C1)OC[C@@H]1N(CC1)C(=O)OC(C)(C)C tert-butyl (R)-2-(((bis(benzyloxy)phosphoryl)oxy)methyl)azetidine-1-carboxylate